C(#N)C1=CC=2N(N=C1)C(=CC2)C2=CC(=C(C=N2)C2=NN=C(S2)N2C[C@H]1CC[C@@H](C2)C1NC(C(C)(C)O)=O)NC(C)C N-((1R,5S,8s)-3-(5-(6-(3-cyanopyrrolo[1,2-b]pyridazin-7-yl)-4-(isopropylamino)pyridin-3-yl)-1,3,4-thiadiazol-2-yl)-3-azabicyclo[3.2.1]octan-8-yl)-2-hydroxy-2-methylpropanamide